6-methyl-3-(trifluoromethyl)pyridine CC1=CC=C(C=N1)C(F)(F)F